C(C)(C)(C)OC(=O)N1C[C@@H](N(CC1)C=1C2=C(N(C(N1)=O)C=1C(=NC=CC1C([2H])([2H])[2H])C(C)C)N=C(C(=C2)F)Cl)C (S)-4-(7-chloro-6-fluoro-1-(2-isopropyl-4-(methyl-d3)pyridin-3-yl)-2-oxo-1,2-dihydropyrido[2,3-d]pyrimidin-4-yl)-3-methylpiperazine-1-carboxylic acid tert-butyl ester